(S)-N-(3-chlorobenzyl)-1-(5-methyl-2-((tetrahydrofuran-3-yl)amino)pyrimidin-4-yl)-1H-imidazole-4-amide ClC=1C=C(CNC(=O)C=2N=CN(C2)C2=NC(=NC=C2C)N[C@@H]2COCC2)C=CC1